ClC1=C(C=CC=C1NC(=O)C=1N(C2=C(CN(CC2)C)N1)C)C1=C(C(=CC=C1)C=1SC=2CN(CCC2N1)C)Cl N-(2,2'-dichloro-3'-(5-methyl-4,5,6,7-tetrahydrothiazolo[5,4-c]pyridin-2-yl)-[1,1'-biphenyl]-3-yl)-1,5-dimethyl-4,5,6,7-tetrahydro-1H-imidazo[4,5-c]pyridine-2-carboxamide